tert-butyl 3-[6-(1-methyl-1H-pyrazol-4-yl)pyrazolo[1,5-a]pyridin-3-yl]-2,5-dihydro-1H-pyrrole-1-carboxylate CN1N=CC(=C1)C=1C=CC=2N(C1)N=CC2C=2CN(CC2)C(=O)OC(C)(C)C